7-((2S,5R)-2,5-dimethyl-4-((S)-1-(quinoxalin-6-yl)ethyl)piperazin-1-yl)-4-(4-methoxybenzyl)-2-(tetrahydro-2H-pyran-2-yl)-2,4-dihydro-5H-pyrazolo[4,3-b]pyridin-5-one C[C@@H]1N(C[C@H](N(C1)[C@@H](C)C=1C=C2N=CC=NC2=CC1)C)C=1C=2C(N(C(C1)=O)CC1=CC=C(C=C1)OC)=CN(N2)C2OCCCC2